3-(2-chloro-6-methyl-phenyl)-1-(4-piperidyl)-4H-pyrimido[4,5-d]pyrimidin-2-one ClC1=C(C(=CC=C1)C)N1C(N(C2=NC=NC=C2C1)C1CCNCC1)=O